2-Chloro-N-(5-cyclopropyl-1H-pyrazol-3-yl)-6-methyl-pyrimidin-4-amine ClC1=NC(=CC(=N1)NC1=NNC(=C1)C1CC1)C